C(C)(C)(C)OC(=O)N1CCC(CC1)C1=CC=CC(=N1)OCC=1C=C(C(=O)O)C=CC1F 3-(((6-(1-(tert-butoxycarbonyl)piperidin-4-yl)-pyridin-2-yl)oxy)methyl)-4-fluorobenzoic acid